6-bromo-2-ethyl-2H-benzo[b][1,4]oxazin-3(4H)-one BrC1=CC2=C(OC(C(N2)=O)CC)C=C1